ω-BOC-arginine glycinate NCC(=O)O.C(=O)(OC(C)(C)C)NC(NCCC[C@H](N)C(=O)O)=N